5-(4-((2-ethyl-8-fluoro-3-oxo-3,4-dihydroquinoxalin-6-yl)methyl)piperazin-1-yl)-N-((1s,3s)-3-hydroxycyclobutyl)-6-methylpicolinamide C(C)C1=NC2=C(C=C(C=C2NC1=O)CN1CCN(CC1)C=1C=CC(=NC1C)C(=O)NC1CC(C1)O)F